O1CCN(CC1)CCCC morpholinobutan